benzyl N-methyl-N-[(5R)-5-methylpyrrolidin-3-yl]carbamate hydrochloride Cl.CN(C(OCC1=CC=CC=C1)=O)C1CN[C@@H](C1)C